(S)-2-methyl-5-(methylpyrrol-2-yl)pyridine CC1=NC=C(C=C1)C=1NC=CC1C